FC=1C=CC=2N(C(C(=CN2)N2CCOCC2)=O)C1 7-fluoro-3-morpholinyl-4H-pyrido[1,2-a]pyrimidin-4-one